FC1=CC=C(C(=O)NC2=C(C(=CC=C2)C(=O)C=2C=C3N=C(C=NC3=CC2)N2CCNCC2)F)C=C1 4-fluoro-N-(2-fluoro-3-(3-(piperazin-1-yl)quinoxaline-6-carbonyl)phenyl)benzamide